CC=1C(OC2(C1)OCC(C2)(C2=CC=CC=C2)C2=CC=CC=C2)=O 3-methyl-8,8-diphenyl-1,6-dioxaspiro[4.4]non-3-en-2-one